5-fluoro-2,4-dinitro-phenoxyacetic acid FC=1C(=CC(=C(OCC(=O)O)C1)[N+](=O)[O-])[N+](=O)[O-]